C1(=CC=CC=C1)C1=C(C(=CC(=C1C1=CC=CC=C1)C1=CC=CC=C1)C1=CC(=CC=C1)N1C=2N(CCC1)CCCN2)C2=CC=CC=C2 1-(3',4',5'-triphenyl-1,1':2',1''-terphenyl-3-yl)-1,3,4,6,7,8-hexahydro-2H-pyrimido[1,2-a]pyrimidine